1-butyl-3-vinylimidazolylium C(CCC)N1[CH+]N(C=C1)C=C